NC1CCN(CC1)C1=CC(=C(C(=N1)C1=CC(=C(C#N)C=C1)F)C1=CC(=C(C=C1)OC)O)OC(F)F 4-(6-(4-aminopiperidin-1-yl)-4-(Difluoromethoxy)-3-(3-hydroxy-4-methoxyphenyl)pyridin-2-yl)-2-fluorobenzonitrile